N-tricosyl-ethylenediamine C(CCCCCCCCCCCCCCCCCCCCCC)NCCN